ClC=1C=CC(=C(C1)C=1NC=CC1)F 2-(5-chloro-2-fluorophenyl)-1H-pyrrole